N-(5-(3-(6-azaspiro[2.5]octan-6-yl)propanamido)-2-methylpyridin-3-yl)-7-(1-methyl-1H-pyrazol-4-yl)-[1,2,4]triazolo[4,3-a]pyridine-3-carboxamide C1CC12CCN(CC2)CCC(=O)NC=2C=C(C(=NC2)C)NC(=O)C2=NN=C1N2C=CC(=C1)C=1C=NN(C1)C